NC1=NC2=CC(=CC=C2C(=C1)C)C=1C=NN(C1C1=C(C#N)C(=CC(=C1F)Cl)OC1CCC1)C 2-(4-(2-amino-4-methylquinolin-7-yl)-1-methyl-1H-pyrazol-5-yl)-4-chloro-6-cyclobutoxy-3-fluorobenzonitrile